2-[[6-(trifluoromethyl)pyrimidin-4-yl]amino]propionic acid FC(C1=CC(=NC=N1)NC(C(=O)O)C)(F)F